C(C)(C)(C)OC(=O)N1CCC(CC1)C=1C=C2CN(C(C2=CC1)=O)C1C(N(C(CC1)=O)C)=O 4-(2-(1-methyl-2,6-dioxopiperidin-3-yl)-1-oxoisoindolin-5-yl)piperidine-1-carboxylic acid tert-butyl ester